(2s,3r,4r,5s)-3,4,5-tris(benzyloxy)-1-(4-bromo-2,6-difluorophenethyl)-2-(fluoromethyl)piperidine C(C1=CC=CC=C1)O[C@@H]1[C@H](N(C[C@@H]([C@H]1OCC1=CC=CC=C1)OCC1=CC=CC=C1)CCC1=C(C=C(C=C1F)Br)F)CF